(S)-N-(1-((2-(Azetidin-1-yl)pyrimidin-5-yl)methyl)-1H-pyrazol-4-yl)-6-(3-chloro-6-(difluoromethyl)-2-fluorophenyl)-3-(1-hydroxyethyl)pyrazine-2-carboxamide N1(CCC1)C1=NC=C(C=N1)CN1N=CC(=C1)NC(=O)C1=NC(=CN=C1[C@H](C)O)C1=C(C(=CC=C1C(F)F)Cl)F